ClC=1C(=CC(=C(N)C1)F)OC1=CC2=C(N(C=N2)C)C=C1 5-chloro-2-fluoro-4-((1-methyl-1H-benzo[d]imidazol-5-yl)oxy)aniline